N1=CC(=CC2=NC=CC=C12)C1=CN=C(N1)[C@H](CCCCCC(CC)=O)NC(=O)[C@H]1CC12CCN(CC2)C (S)-N-((S)-1-(5-(1,5-Naphthyridin-3-yl)-1H-imidazol-2-yl)-7-oxononyl)-6-methyl-6-azaspiro[2.5]octan-1-carboxamid